5-((tert-butyldimethylsilyl)oxy)pyridin-3-amine [Si](C)(C)(C(C)(C)C)OC=1C=C(C=NC1)N